4,4,5,5-tetramethyl-1,3,2-dioxaborinan CC1(OBOCC1(C)C)C